C(C)(C)(C)OC(=O)N=S(=O)(C)C1=CC=C(C(=O)NC2=C(C=CC(=C2)C=2SC=CC2)NC(OC(C)(C)C)=O)C=C1 tert-butyl (2-(4-(N-(tert-butoxycarbonyl)-S-methylsulfonimidoyl)benzamido)-4-(thiophen-2-yl)phenyl)carbamate